3-chloro-5-[(2,2,2-trifluoroethyl)amino]pyrazine-2-carbonitrile ClC=1C(=NC=C(N1)NCC(F)(F)F)C#N